lithium trimethyl-silanolate C[Si]([O-])(C)C.[Li+]